FC=1C=C(C=CC1)NC1=NC(=NC(=C1)C=1C=NC=C(C1)O)C1CCC(N(C1)C(C)=O)C (-)-1-(5-(4-((3-fluorophenyl)amino)-6-(5-hydroxypyridin-3-yl)pyrimidin-2-yl)-2-methylpiperidin-1-yl)ethan-1-one